2-((5-(6-chloro-7-fluoro-5-methoxy-1-methyl-3-(1H-pyrazol-4-yl)-1H-indol-2-yl)-4H-1,2,4-triazol-3-yl)(methyl)amino)ethan-1-ol ClC1=C(C=C2C(=C(N(C2=C1F)C)C=1NC(=NN1)N(CCO)C)C=1C=NNC1)OC